4-(1,3-dimethyl-1H-pyrazol-4-yl)-6-(3-(methylamino)azetidin-1-yl)pyrimidin-2-amine CN1N=C(C(=C1)C1=NC(=NC(=C1)N1CC(C1)NC)N)C